3-hydroxy-4-(4-(trifluoromethyl)phenyl)-1,5-dihydro-2H-pyrrol-2-one OC=1C(NCC1C1=CC=C(C=C1)C(F)(F)F)=O